C(#N)C1C(CCC1)NC(OCC1=CC=CC=C1)=O Benzyl (2-cyanocyclopentyl)carbamate